valeric acid potassium salt [K+].C(CCCC)(=O)[O-]